NCCCCCCC#CC1=C(C=C(C=C1)N1CCNCC1)CO 4-(4-(8-aminooct-1-yn-1-yl)-3-(hydroxymethyl)phenyl)piperazin